C(C1=CC=CC=C1)SC=1C(=C(C=CC1)N1[C@H](CCC1)CO)C |r| (2RS)-{1-[3-(benzylsulfanyl)-2-methylphenyl]pyrrolidin-2-yl}methanol